gold palladium [Pd].[Au]